[SiH3]N([SiH3])[SiH3] trisilylamin